ClC=1C=NC(=C(C(=O)NC2CCC(CC2)CN2C(N(C3=C2C=CC=C3)C3=C(C=C(C=C3)C)C#N)=O)C1)C 5-chloro-N-((1r,4r)-4-((3-(2-cyano-4-methylphenyl)-2-oxo-2,3-dihydro-1H-benzo[d]imidazol-1-yl)methyl)cyclohexyl)-2-methylnicotinamide